Cl.Cl.NC1(CCN(CC1)C1=CC=C(C=N1)C=1C=2N(C=C(C1)OCC(C)(C)O)N=CC2C#N)C 4-(6-(4-amino-4-methylpiperidin-1-yl)pyridin-3-yl)-6-(2-hydroxy-2-methylpropoxy)pyrazolo[1,5-a]pyridine-3-carbonitrile Dihydrochloride